C1(=CC=CC=C1)C(N)C(=O)O 2-Phenylglycine